1-(5-bromo-2-methoxy-phenyl)-N-methyl-methanimine BrC=1C=CC(=C(C1)C=NC)OC